N-{[4-(5-methyl-1,3-thiazol-4-yl)-2,5-dioxoimidazolidin-4-yl]methyl}-2-[6-(trifluoromethyl)pyridin-3-yl]benzamide CC1=C(N=CS1)C1(NC(NC1=O)=O)CNC(C1=C(C=CC=C1)C=1C=NC(=CC1)C(F)(F)F)=O